N-(2-cyano-1-(tetrahydro-2H-pyran-4-yl)ethyl)-4-(2,3-dihydro-2-oxo-1H-imidazo[4,5-b]pyridin-7-yl)-1H-pyrazole-1-carboxamide C(#N)CC(C1CCOCC1)NC(=O)N1N=CC(=C1)C1=C2C(=NC=C1)NC(N2)=O